FCC(CN(CCC(C(=O)O)NC(C1=C(C=CC=C1)OC)=O)CCCCC1=NC=2NCCCC2C=C1)OC 4-[[3-fluoro-2-methoxy-propyl]-[4-(5,6,7,8-tetrahydro-1,8-naphthyridin-2-yl)butyl]amino]-2-[(2-methoxybenzoyl)amino]butanoic acid